CC=1N=C(C2=C(N1)OC=C2C(=O)N2CC=1N(CC2)C=C(N1)C)NC1(CC1)C methyl-5-{2-methyl-5h,6h,7h,8h-imidazo[1,2-a]pyrazine-7-carbonyl}-N-(1-methylcyclopropyl)furo[2,3-d]pyrimidin-4-amine